1-methyl-[1H]pyrazole-5-carboxylic acid CN1N=CC=C1C(=O)O